4-(butylthio)-7-(diethylamino)-2-oxo-2H-chromene-3-formaldehyde C(CCC)SC1=C(C(OC2=CC(=CC=C12)N(CC)CC)=O)C=O